CC1=CC(=NC=2N1N(CC2C(=O)O)C2CCC(CC2)OCCC)C=2C=NC=CC2 7-methyl-N-((1R,4R)-4-propoxycyclohexyl)-5-(pyridin-3-yl)pyrazolo[1,5-a]Pyrimidine-3-carboxylic acid